C(C)C1=CC(=CC=2COB(C21)O)NC2=NC=C(C(=N2)NC(CC)CC)C N2-(7-ethyl-1-hydroxy-3H-2,1-benzoxaborole-5-yl)-N4-(1-ethylpropyl)-5-methyl-pyrimidine-2,4-diamine